6-Chloro-N-(2-(dimethylamino)ethyl)-1-(2-methoxy-4-(methylsulfonamido)phenyl)-1H-pyrazolo[4,3-c]pyridine-3-carboxamide ClC1=CC2=C(C=N1)C(=NN2C2=C(C=C(C=C2)NS(=O)(=O)C)OC)C(=O)NCCN(C)C